3-(1-n-octyl-2-methylindol-3-yl)-3-(2-ethoxy-4-diethylaminophenyl)-4,7-diazaphthalide C(CCCCCCC)N1C(=C(C2=CC=CC=C12)C1(OC(=O)C2=NC=CN=C12)C1=C(C=C(C=C1)N(CC)CC)OCC)C